(2R,3R,4S,5R)-2-(4-amino-7H-pyrrolo[2,3-d]pyrimidin-7-yl)-5-((R)-(2,3-dihydro-1H-inden-5-yl)(hydroxy)methyl)tetrahydrofuran-3,4-diol NC=1C2=C(N=CN1)N(C=C2)[C@@H]2O[C@@H]([C@H]([C@H]2O)O)[C@H](O)C=2C=C1CCCC1=CC2